ClC1=C(N=C(N=N1)N[C@H]1[C@@](COCC1)(O)C)C (3S,4R)-4-[(6-chloro-5-methyl-1,2,4-triazin-3-yl)amino]-3-Methyloxan-3-ol